FC(C=1N=C(N(C1)C)I)F 4-(difluoromethyl)-2-iodo-1-methyl-1H-imidazole